4-(Bromomethyl)-N-(2-methoxy-ethyl)benzenesulfonamide BrCC1=CC=C(C=C1)S(=O)(=O)NCCOC